7-chloro-N-(4-cyano-2-methylphenyl)-N-(2-methoxyethyl)-1H-indole-2-carboxamide ClC=1C=CC=C2C=C(NC12)C(=O)N(CCOC)C1=C(C=C(C=C1)C#N)C